4-(3-Hydroxy-4-{5-[methyl(piperidin-4-yl)amino][1,3]thiazolo[5,4-d][1,3]thiazol-2-yl}phenyl)-1-methylpyridin-2(1H)-on Hydrochlorid Cl.OC=1C=C(C=CC1C=1SC=2N=C(SC2N1)N(C1CCNCC1)C)C1=CC(N(C=C1)C)=O